1'-((3-chloro-9-methyl-4-oxo-4,5-dihydropyrazolo[1,5-a]quinoxalin-7-yl)methyl)-N-methyl-1',2',3',6'-tetrahydro-[3,4'-bipyridine]-6-carboxamide ClC=1C=NN2C1C(NC1=CC(=CC(=C21)C)CN2CCC(=CC2)C=2C=NC(=CC2)C(=O)NC)=O